NC1=C(C=C(C(=C1)C)C(=O)OC)B(O)O (2-amino-5-(methoxycarbonyl)-4-methylphenyl)boronic acid